1-(4-(6-chloro-7-(5-methyl-1H-indazol-4-yl)-2-(((S)-1-methylpyrrolidin-2-yl)methoxy)-8-((tetrahydrofuran-3-yl)oxy)quinazolin-4-yl)piperazin-1-yl)prop-2-en-1-one ClC=1C=C2C(=NC(=NC2=C(C1C1=C2C=NNC2=CC=C1C)OC1COCC1)OC[C@H]1N(CCC1)C)N1CCN(CC1)C(C=C)=O